N-(3,4-dichlorophenyl)-2-phenyl-6,7,8,9-tetrahydro-5H-5,8-epiminocyclohepta[d]-pyrimidine-10-carboxamide ClC=1C=C(C=CC1Cl)NC(=O)N1C2CCC1CC=1N=C(N=CC12)C1=CC=CC=C1